8-cyclopentyl-2-((1-(2-(dimethylamino)ethyl)-1H-pyrazol-4-yl)amino)-7-oxo-7,8-dihydropyrido[2,3-d]pyrimidine-6-carbonitrile C1(CCCC1)N1C(C(=CC2=C1N=C(N=C2)NC=2C=NN(C2)CCN(C)C)C#N)=O